CC(CCCC(=O)C1C(C2=CC=C(C=C2C1=O)S(=O)(=O)C=1C=C2C(C(C(C2=CC1)=O)C(CCCC(C)C)=O)=O)=O)C 2-(5-methylhexanoyl)-5-{[2-(5-methylhexanoyl)-1,3-dioxo-2,3-dihydro-1H-inden-5-yl]sulfonyl}-2,3-dihydro-1H-indene-1,3-dione